N1C=NC2=C1C=C(C=C2)C(=O)[O-] 1H-benzo[d]imidazol-6-carboxylate